1,1-dimethyl-3,4-dihydroisoquinoline-2(1H)-carboxylic acid tert-butyl ester C(C)(C)(C)OC(=O)N1C(C2=CC=CC=C2CC1)(C)C